2-((2-((3,4-DIMETHOXYPHENYL)AMINO)-2-OXOETHYL)THIO)-1H-IMIDAZOLE-4-CARBOXYLIC ACID COC=1C=C(C=CC1OC)NC(CSC=1NC=C(N1)C(=O)O)=O